C(C)(C)(C)NS(=O)(=O)C=1SC(=CC1C1=CC(=C(C=C1)CN1C(=NC=C1)C(C)(C)C)F)CC(C)C N-tert-Butyl-3-[4-[(2-tert-butylimidazol-1-yl)methyl]-3-fluorophenyl]-5-iso-butyl-thiophene-2-sulfonamide